1-(1,3-dihydro-2H-isoindol-2-yl)-3-(1,3-thiazol-2-ylsulfonyl)propan-1-one C1N(CC2=CC=CC=C12)C(CCS(=O)(=O)C=1SC=CN1)=O